2-(2-((4-(3-(aminomethyl)-2-fluorophenyl)-1H-pyrrolo[2,3-b]pyridin-6-yl)methoxy)phenyl)acetic acid NCC=1C(=C(C=CC1)C1=C2C(=NC(=C1)COC1=C(C=CC=C1)CC(=O)O)NC=C2)F